1-methyl-4-(methylamino)-5-(1-(1-phenylethyl)-1H-pyrazol-4-yl)pyridine-2(1H)-one CN1C(C=C(C(=C1)C=1C=NN(C1)C(C)C1=CC=CC=C1)NC)=O